3-((6-aminopyrimidin-4-yl)amino)pyrrolidine-1-carboxylic acid tert-butyl ester C(C)(C)(C)OC(=O)N1CC(CC1)NC1=NC=NC(=C1)N